tert-butyl N-[(1S)-1-formyl-2-methoxy-ethyl]carbamate C(=O)[C@H](COC)NC(OC(C)(C)C)=O